7'-[(1R,3R)-3-(oxan-2-yloxy)cyclohexyl]-2'-{[1-(3-{3-[(triisopropylsilyl)oxy]azetidin-1-yl}benzenesulfonyl)piperidin-4-yl]amino}spiro[cyclopropane-1,5'-pyrrolo[2,3-d]pyrimidin]-6'-one O1C(CCCC1)O[C@H]1C[C@@H](CCC1)N1C(C2(C3=C1N=C(N=C3)NC3CCN(CC3)S(=O)(=O)C3=CC(=CC=C3)N3CC(C3)O[Si](C(C)C)(C(C)C)C(C)C)CC2)=O